(cyclopropylmethyl)-4-fluoro-benzenesulfonamide C1(CC1)CC1=C(C=CC(=C1)F)S(=O)(=O)N